NC=1C2=C(N=CN1)N(C=C2C2=NN(C=C2)S(=O)(=O)C2=CC=CC=C2)[C@H]2[C@@H]([C@@H]([C@H](C2)CNCCCNCCC2=CC=CC=C2)O)O (1R,2S,3R,5R)-3-{4-amino-5-[1-(benzenesulfonyl)pyrazol-3-yl]pyrrolo[2,3-d]pyrimidin-7-yl}-5-[{{3-[(2-phenylethyl)amino]propyl}amino}methyl]cyclopentane-1,2-diol